α-methyl-L-histidine C[C@](N)(CC1=CNC=N1)C(=O)O